1-(3-(3-(cyclopropylethynyl)-1H-pyrazolo[3,4-b]pyridin-1-yl)azetidin-1-yl)-2-fluoroprop-2-en-1-one C1(CC1)C#CC1=NN(C2=NC=CC=C21)C2CN(C2)C(C(=C)F)=O